FC(C=1OC(=NN1)C1=CN=C(S1)C)F 2-(difluoromethyl)-5-(2-methylthiazol-5-yl)-1,3,4-oxadiazole